COC1=C2C(=NNC2=CC=C1COC)N 4-Methoxy-5-(methoxymethyl)-1H-indazol-3-amine